N-[[5-chloro-2-(trifluoromethyl)phenyl]methyl]azetidin-3-amine ClC=1C=CC(=C(C1)CNC1CNC1)C(F)(F)F